ClC1=C(C=CC=C1F)C1N(CC(N(C1)C)=O)C=1N=CC(=NC1)C(=O)N[C@H](C)\C=C\S(=O)(=O)C1CC1 5-(2-(2-chloro-3-fluorophenyl)-4-methyl-5-oxopiperazin-1-yl)-N-((R,E)-4-(cyclopropylsulfonyl)but-3-en-2-yl)pyrazine-2-carboxamide